2-oxa-7-azaspiro[3.5]-nonane C1OCC12CCNCC2